C1(CCCCC1)CN1N=CC(=C1C)C=1C(=NC=CC1)C(=O)[O-] 3-[1-(cyclohexylmethyl)-5-methyl-pyrazol-4-yl]pyridine-2-carboxylate